NC1=CC(CC(C1)(C)C)=O 3-amino-5,5-dimethyl-2-cyclohexen-1-one